O1N=C(C2=C1C=CC=C2)C2=C(C=CC(=C2)Br)[C@H](CC2=NC=CC=C2)NC(OC(C)(C)C)=O tert-butyl (S)-{1-[2-(benzo[d]isoxazol-3-yl)-4-bromophenyl]-2-(pyridine-2-yl)ethyl}carbamate